(3-Chloropropyl)propyldichlorsilan ClCCC[Si](Cl)(Cl)CCC